7-{[(1S)-1-{4-[(1S)-1-(4-Acryloylpiperazin-1-yl)-2-cyclopropylethyl]phenyl}ethyl]amino}-1-(propan-2-yl)-1,6-naphthyridin-2(1H)-on C(C=C)(=O)N1CCN(CC1)[C@@H](CC1CC1)C1=CC=C(C=C1)[C@H](C)NC1=NC=C2C=CC(N(C2=C1)C(C)C)=O